3-acetamido-5-(2-aminoethyl)-1H-indole-1-carboxylic acid tert-butyl ester C(C)(C)(C)OC(=O)N1C=C(C2=CC(=CC=C12)CCN)NC(C)=O